CN1C(N(C2=C1C(=CC=C2)N2CCNCC2)C2C(NC(CC2)=O)=O)=O 3-(3-methyl-2-oxo-4-(piperazin-1-yl)-2,3-dihydro-1H-benzo[d]imidazol-1-yl)piperidine-2,6-dione